2-({6-[(4R)-4-benzyl-2,5-dioxo-imidazolidin-1-yl]-spiro[3.3]heptan-2-yl}oxy)pyridine-3-carboxamide C(C1=CC=CC=C1)[C@H]1NC(N(C1=O)C1CC2(CC(C2)OC2=NC=CC=C2C(=O)N)C1)=O